lithium 6-(ethylsulfonyl)picolinate C(C)S(=O)(=O)C1=CC=CC(=N1)C(=O)[O-].[Li+]